(3R)-1-[4-({(1R)-1-[3-(difluoromethyl)-2-fluorophenyl]ethyl}amino)-2-methylpyrido[3,4-d]pyrimidin-6-yl]piperidine-3-carboxamide FC(C=1C(=C(C=CC1)[C@@H](C)NC=1C2=C(N=C(N1)C)C=NC(=C2)N2C[C@@H](CCC2)C(=O)N)F)F